5-(3-methoxypropanyloxy)methyl-2-norbornene COCCCOCC1C2C=CC(C1)C2